OC=1C=C(C2=C(OCCO2)C1)N1C(CNCC1)O 7-Hydroxy-5-(2-hydroxypiperazin-1-yl)-2,3-dihydro-1,4-benzodioxine